C(C=C)(=O)OC1CC(CCC1)CC ethyl-3-cyclohexyl acrylate